CN(C(=O)[C@H]1N(CSC1)C(=O)OC(C)(C)C)C=1C=C(C=CC1)C (R)-tert-butyl 4-(methyl(m-tolyl)carbamoyl)thiazolidine-3-carboxylate